butylamine sulfate S(=O)(=O)(O)O.C(CCC)N